N-(6-nitrobenzo[d]thiazol-2-yl)acetamide [N+](=O)([O-])C1=CC2=C(N=C(S2)NC(C)=O)C=C1